N-[3-[5-[4-[4-[(2,6-difluorophenyl)methyl]-5-oxo-1,2,4-triazol-1-yl]-2-fluoro-phenoxy]-4-methyl-thiazol-2-yl]oxetan-3-yl]-2-methyl-propane-2-sulfinamide FC1=C(C(=CC=C1)F)CN1C=NN(C1=O)C1=CC(=C(OC2=C(N=C(S2)C2(COC2)NS(=O)C(C)(C)C)C)C=C1)F